C1=CC=CC2=C(C3=CC=CC=C3C(=C12)C(=O)O)C(=O)O anthracene-9,10-dicarboxylic acid